(1S,2R)-2-(6-(difluoromethyl)pyridin-3-yl)-1-(2-methoxy-5-methylphenyl)-N-((2-methylquinolin-5-yl)sulfonyl)cyclopropanecarboxamide FC(C1=CC=C(C=N1)[C@@H]1[C@](C1)(C(=O)NS(=O)(=O)C1=C2C=CC(=NC2=CC=C1)C)C1=C(C=CC(=C1)C)OC)F